C(C)OC(COCCOCCOCCOC1=CC=C(C=C1)CN1C(=C(C2=CC(=CC=C12)OCC1=CC=CC=C1)C)C1=CC=C(C=C1)F)=O.NCCCN1CCN(CC1)CCCN 1,4-bis(aminopropyl)piperazine ethyl-1-(4-[[5-(benzyloxy)-2-(4-fluorophenyl)-3-methyl-1H-indol-1-yl]methyl]phenyl)-1,4,7,10-tetraoxadodecan-12-oate